cobalt dipropylphosphate C(CC)OP(=O)(OCCC)[O-].[Co+]